FC1=CC(=C(C=C1)C(C)N1C[C@@H](N(C[C@H]1C)C=1C=2C(N(C(C1)=O)C)=CN(N2)C2OCCCC2)C)C(F)(F)F 7-((2S,5R)-4-(1-(4-fluoro-2-(trifluoromethyl)phenyl)ethyl)-2,5-dimethylpiperazin-1-yl)-4-methyl-2-(tetrahydro-2H-pyran-2-yl)-2,4-dihydro-5H-pyrazolo[4,3-b]pyridin-5-one